NC[C@@H](C)C1=CC=C(C#N)C=C1 (S)-4-(1-aminoprop-2-yl)benzonitrile